N-(4-bromophenyl)pyrrolidine-2-carboxamide BrC1=CC=C(C=C1)NC(=O)C1NCCC1